C(C)(=O)N1CCC(CC1)N(C(OC(C)(C)C)=O)CC=1C=CC(=NC1OC)C1=C(C(=NC=C1)C1=C(C(=CC=C1)NC1=NC=CC(=C1F)C=O)Cl)Cl tert-butyl (1-acetylpiperidin-4-yl)((3'-chloro-2'-(2-chloro-3-((3-fluoro-4-formylpyridin-2-yl)amino)phenyl)-6-methoxy-[2,4'-bipyridin]-5-yl)methyl)carbamate